OCC[C@H]1[C@@](CC[C@H]2C(CCC[C@]12C)(C)C)(O)C (1R,2R,4aS,8aS)-1-(2-hydroxyethyl)-2,5,5,8a-tetramethyldecahydronaphthalen-2-ol